FC1=CC=C(C=C1)C=1C=C2C(=C(C(NC2=NC1)=O)C(=O)OCC)O ethyl 6-(4-fluorophenyl)-4-hydroxy-2-oxo-1H-1,8-naphthyridine-3-carboxylate